NC=1C=CC(=C2CN(C(C12)=O)CC(=C)C1=CC=C(C=N1)C#N)C=1C=C2C(=NNC2=CC1)C=1SC=CC1 6-(3-{7-amino-1-oxo-4-[3-(thiophen-2-yl)-1H-indazol-5-yl]-2,3-dihydro-1H-isoindol-2-yl}prop-1-en-2-yl)pyridine-3-carbonitrile